FC1=CC2=C(N=C(S2)NC[C@H]2N(C3CC([C@H]2C)C3)C(=O)C=3C=C(C#N)C=CC3N3N=CC=N3)C=C1 3-[(3S,4R)-3-{[(6-Fluoro-1,3-benzothiazol-2-yl)amino]methyl}-4-methyl-2-azabicyclo[3.1.1]heptan-2-carbonyl]-4-(2H-1,2,3-triazol-2-yl)benzonitril